OC1CCN(CC1)C(=O)S(=O)C (4-hydroxypiperidin-1-yl)(methylsulfinyl)methanone